tert-Butyl-((3R,5R)-1-(2-(1-(cyclopropylmethyl)-1H-pyrrolo[2,3-b]pyridin-2-yl)-3-methylpyrazolo[1,5-a]pyridine-6-carbonyl)-5-fluoropiperidin-3-yl)carbamate C(C)(C)(C)OC(N[C@H]1CN(C[C@@H](C1)F)C(=O)C=1C=CC=2N(C1)N=C(C2C)C2=CC=1C(=NC=CC1)N2CC2CC2)=O